NC=1N=C2N(C=C(C=C2)C2=C(C=CC(=C2)C)C)C1C(=O)[C@H]1[C@H](C1)F (2-amino-6-(2,5-dimethylphenyl)imidazo[1,2-a]pyridin-3-yl)((1S,2S)-2-fluorocyclopropyl)methanone